BrC1(CC=C(C=C1)OC1=CCC(C=C1)(Br)Br)Br 4,4-dibromophenyl ether